NC1=C(C=2C(=NC(=C(C2)C)C)N1C1=C(C=CC=2NS(CC21)(=O)=O)C)C#N 2-Amino-5,6-dimethyl-1-(5-methyl-2,2-dioxo-1,3-dihydrobenzo[c]isothiazol-4-yl)-1H-pyrrolo[2,3-b]pyridine-3-carbonitrile